(4-(4-((5-(1-(difluoromethyl)-1H-pyrazol-4-yl)-4-((S)-3-hydroxypiperidin-1-yl)pyridin-2-yl)amino)pyrimidin-2-yl)-3-fluoro-5-methoxyphenyl)((R)-3-fluoropyrrolidin-1-yl)methanone FC(N1N=CC(=C1)C=1C(=CC(=NC1)NC1=NC(=NC=C1)C1=C(C=C(C=C1OC)C(=O)N1C[C@@H](CC1)F)F)N1C[C@H](CCC1)O)F